2-Oxo-adipic acid 6-(2-{2-[2-(2-ethoxy-ethoxy)-ethoxy]-ethoxy}-ethyl) ester C(C)OCCOCCOCCOCCOC(CCCC(C(=O)O)=O)=O